CC=1C(=NC=NC1C)N1CCNCC1 4-(5,6-dimethylpyrimidin-4-yl)piperazin